6-[4-[Acetyl-(cyclopropylmethyl)amino]-3-chloro-phenyl]-N-(imidazo[1,2-a]pyridin-6-ylmethyl)pyridine-3-carboxamide C(C)(=O)N(C1=C(C=C(C=C1)C1=CC=C(C=N1)C(=O)NCC=1C=CC=2N(C1)C=CN2)Cl)CC2CC2